(R)-4-(methoxy-d3)-6-(4-((3-(4-methyl-1-oxo-1,3-dihydroisobenzofuran-5-yl)piperazin-1-yl)methyl)-1H-1,2,3-triazol-1-yl)nicotinonitrile C(OC1=CC(=NC=C1C#N)N1N=NC(=C1)CN1C[C@H](NCC1)C=1C(=C2COC(C2=CC1)=O)C)([2H])([2H])[2H]